ethyl (2R)-2-[4-(2-amino-4-fluoro-phenyl)-2-oxo-chromen-7-yl]oxypropanoate NC1=C(C=CC(=C1)F)C1=CC(OC2=CC(=CC=C12)O[C@@H](C(=O)OCC)C)=O